N-cyclopentyl-2-[(E)-pent-1-enyl]pyrido[3,2-d]pyrimidin-4-amine C1(CCCC1)NC=1C2=C(N=C(N1)\C=C\CCC)C=CC=N2